tert-butyl N-[(1S)-1-(3-chlorophenyl)-3-[(3R)-3-hydroxypyrrolidin-1-yl]-3-oxopropyl]carbamate ClC=1C=C(C=CC1)[C@H](CC(=O)N1C[C@@H](CC1)O)NC(OC(C)(C)C)=O